ClC=1C=CC(=NC1)C1(CC1)C(=O)NC=1C=CC(=C(C(=O)OC)C1)C=1C=NN(C1)C1CCC1 Methyl 5-({[1-(5-chloropyridin-2-yl)cyclopropyl] carbonyl} amino)-2-(1-cyclobutyl-1H-pyrazol-4-yl)benzoate